1-((2R,6S)-6-(hydroxymethyl)-4-tritylmorpholin-2-yl)-5-methylpyrimidin-2,4(1H,3H)-dione OC[C@H]1O[C@H](CN(C1)C(C1=CC=CC=C1)(C1=CC=CC=C1)C1=CC=CC=C1)N1C(NC(C(=C1)C)=O)=O